N1C=CC2=C(C=CC=C12)[C@H]1COC2=C1C=C(C=C2C(=O)NC)C(=O)NCCC=2C=NN(C2)C |o1:9| (R*)-3-(1H-Indol-4-yl)-N7-methyl-N5-(2-(1-methyl-1H-pyrazol-4-yl)ethyl)-2,3-dihydrobenzofuran-5,7-dicarboxamid